O=C1N(CCC(N1)=O)C1=CC(=C(CN2C[C@@H](CCC2)C2=CC=C(C=C2)N2N=C3C(=CC=CC3=C2)C(=O)N)C=C1)F (S)-2-(4-(1-(4-(2,4-dioxotetrahydropyrimidin-1(2H)-yl)-2-fluorobenzyl)piperidin-3-yl)phenyl)-2H-indazole-7-carboxamide